C(C)OC1=NC=CC=C1C1=NC=2C(N(CC3(C2C=C1)CCN(CC3)C(=O)OC(C)(C)C)C(=O)OCC3=CC=CC=C3)=O 7'-benzyl 1-(tert-butyl) 2'-(2-ethoxypyridin-3-yl)-8'-oxo-6'H-spiro[piperidine-4,5'-[1,7]naphthyridine]-1,7'(8'H)-dicarboxylate